ClC1=CC(=NC=N1)C(=O)NC[C@@H](CN1CC2=CC=CC=C2CC1)O (S)-6-chloro-N-(3-(3,4-dihydroisoquinolin-2(1H)-yl)-2-hydroxypropyl)pyrimidine-4-carboxamide